C(=CC(C)=C)C=1C(=CC(=C2C(CC(OC12)C1=CC=C(C=C1)[O-])=O)OC)OC 4-(8-isoprenyl-5,7-dimethoxy-4-oxo-2,3-dihydro-4H-chromen-2-yl)phenolate